CN1N=NC(=C1C1=CC2=C(C3=NC=C(C=C3N2C(C2CCOCC2)C2=CC=CC=C2)C(C)=O)S1)C 1-(2-(1,4-dimethyl-1H-1,2,3-triazol-5-yl)-4-(phenyl-(tetrahydro-2H-pyran-4-yl)methyl)-4H-thieno[2',3':4,5]pyrrolo[3,2-b]pyridin-6-yl)ethan-1-one